CN(C(CC)=O)C N,N-Dimethyl-propionamide